1-(4-chloro-3-methoxyphenyl)-N-{2-fluoro-3-[6-oxo-4-(trifluoromethyl)-1,6-dihydropyrimidin-2-yl]-4-(trifluoromethyl)benzyl}piperidine-4-carboxamide ClC1=C(C=C(C=C1)N1CCC(CC1)C(=O)NCC1=C(C(=C(C=C1)C(F)(F)F)C=1NC(C=C(N1)C(F)(F)F)=O)F)OC